C(C)OC1=CC(=C(C=2C(C3=CC=CC=C3C(C12)=O)=O)O)O 4-ethoxy-1,2-dihydroxy-9,10-anthraquinone